C(C(C)C)NC(NC1=CC(=NN1C)C(=O)O)=O 5-(3-isobutylureido)-1-methyl-1H-pyrazole-3-carboxylic acid